ethyl 2-(2-aminoethyl)-1,2,3,4-tetrahydropyrrolo[1,2-a]pyrazine-7-carboxylate NCCN1CC=2N(CC1)C=C(C2)C(=O)OCC